C(C)OC=1NC(C=2C(N1)=NN(C2C)C2=C(C=C(C=C2C)C)O)=O 6-ethoxy-2-(2-hydroxy-4,6-dimethylphenyl)-3-methyl-2,5-dihydro-4H-pyrazolo[3,4-d]pyrimidin-4-one